(E)-6-chloro-4-(4-(4-(dimethylamino)but-2-enoyl)piperazin-1-yl)-8-fluoro-7-(3-hydroxynaphthalen-1-yl)quinoline-3-carbonitrile ClC=1C=C2C(=C(C=NC2=C(C1C1=CC(=CC2=CC=CC=C12)O)F)C#N)N1CCN(CC1)C(\C=C\CN(C)C)=O